3,6-dihydro-2H-pyran-2-carboxylate O1C(CC=CC1)C(=O)[O-]